FC1=CC=C2C=C(NC(C2=C1)=O)CCCN1CCC(=CC1)C1=C(C=C(C=C1)[N+](=O)[O-])F 7-fluoro-3-(3-(4-(2-fluoro-4-nitrophenyl)-3,6-dihydropyridin-1(2H)-yl)propyl)isoquinolin-1(2H)-one